3-(pyrrolidin-1-yl)-7,8,9,10-tetrahydro-5H-pyrazino[1,2-a]pyrido[3,2-e]pyrazin-6(6aH)-one N1(CCCC1)C1=CC=2NC(C3N(C2N=C1)CCNC3)=O